C(C)N1CCC2=CC(=CC=C12)O 1-ethyl-2,3-dihydro-1h-Indole-5-ol